Cl.CONC(=O)C1=NC(=C(C=C1)N1CCNCC1)C n-methoxy-6-methyl-5-(piperazin-1-yl)pyridinecarboxamide hydrochloride